C1(CCCC1)N1N=C(C2=CC=C(C=C12)COC1=C(C=C(C=C1F)C(CC(=O)O)C)F)C1=CC(=C(C(=C1)F)O)F 3-(4-((1-cyclopentyl-3-(3,5-difluoro-4-hydroxyphenyl)-1H-indazol-6-yl)methoxy)-3,5-difluorophenyl)butanoic acid